5-(imidazo[1,2-a]pyrimidin-6-yl)-4-methoxy-N-((4s,7s)-1-oxaspiro[3.5]nonan-7-yl)pyrrolo[2,1-f][1,2,4]triazin-7-d-2-amine N=1C=CN2C1N=CC(=C2)C=2C=C(N1N=C(N=C(C12)OC)NC1CCC2(CCO2)CC1)[2H]